FC(C(=O)O)(F)F.CC(C(=O)O)CC1=CC=C(C=C1)N1C[C@@H]2CNCC[C@@H]2C1=O 2-methyl-3-(4-((3as,7as)-1-oxooctahydro-2H-pyrrolo[3,4-c]pyridin-2-yl)phenyl)propanoic acid trifluoroacetate salt